C(C=C)(=O)NC=1C(=CC=C2C=CC=CC12)OC 8-acrylamido-7-methoxynaphthalen